ammonium pyrrolidinedithiocarbamic Acid Tert-butyl-(8-(4-bromooxazol-2-carbonyl)-8-azabicyclo[3.2.1]octane-3-yl)carbamate C(C)(C)(C)N(C([O-])=O)C1CC2CCC(C1)N2C(=O)C=2OC=C(N2)Br.N2(CCCC2)NC(=S)S.[NH4+]